4-(8-(3,8-diazabicyclo[3.2.1]octan-3-yl)-6-(((2R,7aS)-2-fluorohexahydro-1H-pyrrolizin-7a-yl)methoxy)pyrimido[5,4-c]pyridazin-3-yl)-5-ethylnaphthalen-2-ol C12CN(CC(CC1)N2)C2=NC(=NC1=C2N=NC(=C1)C1=CC(=CC2=CC=CC(=C12)CC)O)OC[C@]12CCCN2C[C@@H](C1)F